(E)-3-(6-methoxypyridin-3-yl)acrylic acid COC1=CC=C(C=N1)/C=C/C(=O)O